(4-Chloro-2-nitrophenyl)aminopyrazole-4-carbaldehyde ClC1=CC(=C(C=C1)NC1=NNC=C1C=O)[N+](=O)[O-]